BrCCCOC1=C(C=C(C=O)C=C1)O 4-(3-bromopropoxy)-3-hydroxybenzaldehyde